(4R)-7-{2-[(3S)-2,6-dioxopiperidin-3-yl]-1-oxo-2,3-dihydro-1H-isoindol-5-yl}-2H,3H,4H-pyrano[2,3-b]pyridin-4-yl acetate C(C)(=O)O[C@@H]1CCOC2=NC(=CC=C21)C=2C=C1CN(C(C1=CC2)=O)[C@@H]2C(NC(CC2)=O)=O